C(N)(OC1=C(C=C(C2=C(C=CC=C12)C#C[Si](C(C)C)(C(C)C)C(C)C)B1OC(C(O1)(C)C)(C)C)C(C)(C)C)=O tert-butyl(4-(4,4,5,5-tetramethyl-1,3,2-dioxaborolan-2-yl)-5-((triisopropylsilyl) ethynyl) naphthalen-1-yl) carbamate